FC(C(=O)O)(F)F.C1NCC12CNC2 2,6-diazaspiro[3.3]heptane trifluoroacetic acid salt